FC1(CC1)CNC=1N=CC2=C(N1)NC=C2C=2C=CC=1N(C2)C(=CN1)F N-((1-fluorocyclopropyl)methyl)-5-(3-fluoroimidazo[1,2-a]pyridin-6-yl)-7H-pyrrolo[2,3-d]pyrimidin-2-amine